bromine hydroxyphenylethyl-maleimide OC1=C(C(=O)NC1=O)CCC1=CC=CC=C1.[Br]